FC=1C=C(C=CC1)NC(N(C(C)C1=CNC(C2=CC=CC=C12)=O)C)=O 3-(3-fluorophenyl)-1-methyl-1-(1-(1-oxo-1,2-dihydroisoquinolin-4-yl)ethyl)urea